N-(7-chloro-6-(1-(5-cyclopropyl-3-methyltetrahydrofuran-3-yl)piperidin-4-yl)isoquinolin-3-yl)-6-oxaspiro[2.5]octane-1-carboxamide ClC1=C(C=C2C=C(N=CC2=C1)NC(=O)C1CC12CCOCC2)C2CCN(CC2)C2(COC(C2)C2CC2)C